1H-benzimidazole-5,6-diamine N1C=NC2=C1C=C(C(=C2)N)N